(2-methoxy)ethoxy-3-hydroxy-2-pyrazinecarboxamide COCCOC=1N=C(C(=NC1)C(=O)N)O